C(C)(C)(C)OC(=O)N1C2CC2(C[C@H]1C(NC1=NC(=CC=C1)Br)=O)CO (3S)-3-(6-Bromopyridin-2-ylcarbamoyl)-5-(hydroxymethyl)-2-azabicyclo[3.1.0]hexane-2-carboxylic acid tert-butyl ester